ClC1=C(C=CC2=C1C(=N[C@H](C=1N2C(NN1)=O)C)C1=C(C=CC=C1F)F)Cl (4S)-7,8-dichloro-6-(2,6-difluorophenyl)-4-methyl-2,4-dihydro-[1,2,4]triazolo[4,3-a][1,4]benzodiazepin-1-one